2-{2-ethyl-5,8-dioxo-6-[pyrrolidin-3-yl]-5,6,7,8-tetrahydro-4H-pyrazolo[1,5-a]pyrrolo[3,4-d]pyrimidin-4-yl}-N-(5-fluoropyridin-2-yl)acetamide C(C)C1=NN2C(N(C3=C(C2=O)CN(C3=O)C3CNCC3)CC(=O)NC3=NC=C(C=C3)F)=C1